C(CCCCCCCCCCCC)(=O)OC1=CC=C(C=C1)N=NC1=CC=CC=C1 4-(phenyldiazenyl)phenyl tridecanoate